2-amino-N-[(3R,4R)-4-[4-(2-hydroxy-3-methylbenzoyl)benzamido]pyrrolidin-3-yl]pyrimidine-4-carboxamide NC1=NC=CC(=N1)C(=O)N[C@@H]1CNC[C@H]1NC(C1=CC=C(C=C1)C(C1=C(C(=CC=C1)C)O)=O)=O